4-((R)-3-((cyclobutylmethyl)amino)piperidin-1-yl)-1-(1-(3-(5-methoxypyridin-3-yl)-1H-1,2,4-triazol-1-yl)ethyl)pyridin-2(1H)-one C1(CCC1)CN[C@H]1CN(CCC1)C1=CC(N(C=C1)C(C)N1N=C(N=C1)C=1C=NC=C(C1)OC)=O